C(C1=CC=CC=C1)N1CC2CCCNC2C1 8-benzyl-2,8-diazabicyclo[4.3.0]nonane